NC=1C2=C(N=CN1)N(C1=C2C=NC=C1)CC(=O)O 2-(4-amino-9H-pyrido[3',4':4,5]pyrrolo[2,3-d]pyrimidin-9-yl)acetic acid